6-(6-chloro-5-nitropyrimidin-4-yl)-7-oxo-2-azaspiro[3.5]nonane-2-carboxylic acid tert-butyl ester C(C)(C)(C)OC(=O)N1CC2(C1)CC(C(CC2)=O)C2=NC=NC(=C2[N+](=O)[O-])Cl